C(C)(=O)NC1=CC=C(C=C1)/C=C/C(=O)C1=C(OCC(=O)O)C=CC=C1O 2-[2-[(E)-3-(4-Acetamidophenyl)prop-2-enoyl]-3-hydroxyphenoxy]acetic acid